C(C)(C)(C)C=1C=C(C=C(C1O)C(C)(C)C)CCC(=O)OCCOCCOCCOCCOC(CCC1=CC(=C(C(=C1)C(C)(C)C)O)C(C)(C)C)=O tetraethyleneglycol bis{3-(3,5-di-t-butyl-4-hydroxyphenyl) propionate}